N-{3-[(1-chloro-3-fluorophenyl)-2-hydroxyethyl]-4-[(1-methyl-1H-pyrazol-5-yl)amino]pyrimidin-4-yl}pyridin-2(1H)-one ClC1(CC(=CC=C1)F)C(CN1C=NC=CC1(NC1=CC=NN1C)N1C(C=CC=C1)=O)O